ClC=1C=C2C(C(=C(OC2=CC1)C(=O)NCCCN(C)C)C(C1=CC=C(C=C1)OC)=O)=O 6-Chloro-N-(3-(dimethylamino)propyl)-3-(4-methoxybenzoyl)-4-oxo-4H-chromene-2-carboxamide